[(3aS,7aS)-3a-(3,4-dimethoxyphenyl)-1-methyl-3,4,5,7a-tetrahydro-2H-indol-6-yl]4-(dimethylamino)benzoate COC=1C=C(C=CC1OC)[C@@]12CCN([C@H]2C=C(CC1)OC(C1=CC=C(C=C1)N(C)C)=O)C